C1(=CC=CC=C1)C1=CC=C(C2=CC=CC=C12)B(O)O 4-PHENYL(NAPHTHALENE-1-YL)BORONIC ACID